(S)-2-ethyl-5-((4-((2-hydroxy-1-phenylethyl)amino)-5-(1,2,4-oxadiazol-5-yl)pyridin-2-yl)amino)-3,3-dimethylisoindolin-1-one C(C)N1C(C2=CC=C(C=C2C1(C)C)NC1=NC=C(C(=C1)N[C@H](CO)C1=CC=CC=C1)C1=NC=NO1)=O